OC1=CC=C(CNC(CCCC)=O)C=C1 1-((4-hydroxybenzyl)amino)-1-oxopentan